COC1=C(C=CC=C1)NC([C@@H]1N(CCC1)C(=O)C1(CCCC1)C1=CC=C(C=C1)OC)=O N-(2-Methoxyphenyl)-1-{[1-(4-methoxyphenyl)cyclopentyl]carbonyl}-D-prolinamide